N-[5-(2,3-Dihydro-1,4-benzodioxin-6-yl)-4-methylpyridin-3-yl]-4,5,6,7-tetrahydro[1,3]thiazolo[5,4-c]pyridin-2-carboxamid O1CCOC2=C1C=CC(=C2)C=2C(=C(C=NC2)NC(=O)C=2SC=1CNCCC1N2)C